COC=1C=C(C=CC1OC)C1=CC=NC=2N1N=C(C2)NC(=O)NC2=CC=C(C=C2)C(=O)N2CCOCC2 1-(7-(3,4-dimethoxyphenyl)pyrazolo[1,5-a]pyrimidin-2-yl)-3-(4-(morpholine-4-carbonyl)phenyl)urea